N-(2-hydroxyethyl)-4-(3-(6-phenylimidazo[1,5-a]pyridin-5-yl)ureido)benzamide OCCNC(C1=CC=C(C=C1)NC(=O)NC1=C(C=CC=2N1C=NC2)C2=CC=CC=C2)=O